Pentan-3-yl 3-({[(3R)-1-(tert-butoxycarbonyl)piperidin-3-yl]carbonyl}amino)-5-(2-chloro-5-cyanophenyl)-1H-indazole-1-carboxylate C(C)(C)(C)OC(=O)N1C[C@@H](CCC1)C(=O)NC1=NN(C2=CC=C(C=C12)C1=C(C=CC(=C1)C#N)Cl)C(=O)OC(CC)CC